(R)-4-cyclopropyl-2-((4,4-difluoro-3-methylpiperidin-1-yl)methyl)-6-(3-(3-((4-methyl-4H-1,2,4-triazol-3-yl)methyl)oxetan-3-yl)phenyl)-1,6-dihydro-7H-pyrrolo[2,3-c]pyridin-7-one C1(CC1)C=1C2=C(C(N(C1)C1=CC(=CC=C1)C1(COC1)CC1=NN=CN1C)=O)NC(=C2)CN2C[C@H](C(CC2)(F)F)C